(S)-5-methyl-N-(3-(1-((2-(2-morpholinoethyl)-2H-pyrazolo[3,4-b]pyrazin-6-yl)amino)ethyl)phenyl)nicotinamide CC=1C=NC=C(C(=O)NC2=CC(=CC=C2)[C@H](C)NC=2C=NC=3C(N2)=NN(C3)CCN3CCOCC3)C1